COC(CC1=CC=C(C=C1)NC(=O)NC1=NC(=CN=C1)N1C[C@@H](CCC1)OC1=C(C=CC=C1)OCC)=O (R)-2-(4-(3-(6-(3-(2-ethoxyphenoxy)piperidin-1-yl)pyrazin-2-yl)ureido)phenyl)acetic acid methyl ester